2-(3,4-DIHYDROXYPHENYL)-5,7-DIHYDROXY-4-CHROMANON OC=1C=C(C=CC1O)C1OC2=CC(=CC(=C2C(C1)=O)O)O